(3,4-Dimethoxyphenyl)-[4-(4-phenyl-butyl)piperazin-1-yl]methanon COC=1C=C(C=CC1OC)C(=O)N1CCN(CC1)CCCCC1=CC=CC=C1